CCS(=O)(=O)N 2-ethylsulfonamide